bis(2-ethylhexyl)3,4,5,6-tetrabromo-1,2-benzenedicarboxylic acid C(C)C(COC(=O)C=1C(=C(C(=C(C1Br)Br)Br)Br)C(=O)OCC(CCCC)CC)CCCC